CC1([C@@H]([C@H]1C=C(C)C)C(=O)O[C@@]1(C(=CC(C1)=O)C)CC=C)C (1S)-allyl-2-methyl-4-oxocyclopent-2-enyl (1R,3R)-2,2-dimethyl-3-(2-methylprop-1-enyl)cyclopropanecarboxylate